ClC=1C=C2CCCSC2=CC1 6-chlorothiochroman